The molecule is a pteroate and a member of pteroates. It is a conjugate base of a 4-{[(2-amino-4-hydroxypteridin-6-yl)methyl]amino}benzoic acid. It is a tautomer of a 4-{[(2-amino-4-oxo-3,4-dihydropteridin-6-yl)methyl]amino}benzoate. C1=CC(=CC=C1C(=O)[O-])NCC2=CN=C3C(=N2)C(=O)NC(=N3)N